COC1=C2C(OC(C2=CC=C1OC)NC=1C=C(C(=O)O)C=CC1C)=O 3-[(4,5-dimethoxy-3-oxo-1H-isobenzofuran-1-yl)amino]-4-methylbenzoic acid